CN1C=CC=2C1=NC=C(C2)C(=O)NCCC2=CC=C(C=C2)N2CCNCC2 1-methyl-N-(4-(piperazin-1-yl)phenethyl)-1H-pyrrolo[2,3-b]pyridine-5-carboxamide